NN=CNCC N-(Aminoiminomethyl)-2-aminoethan